C(C)(C)(C)C=1C(=C(C(=O)OCC2=NC=C(C=C2)C(F)F)C=CC1OC)N1CCC(CC1)COC1=CC(=CC=2CCOC21)C(CC(=O)OC)C2CC2 (5-(difluoromethyl)pyridin-2-yl)methanol tert-butyl-2-(4-(((5-(1-cyclopropyl-3-methoxy-3-oxopropyl)-2,3-dihydrobenzofuran-7-yl)oxy)methyl)piperidin-1-yl)-4-methoxybenzoate